5-fluoro-1-{[2-(trimethylsilyl)ethoxy]Methyl}-1H-indole-6-carboxylic acid FC=1C=C2C=CN(C2=CC1C(=O)O)COCC[Si](C)(C)C